ClC1=CC(=NC(=C1)NC1=C(C=CC=C1)OC)C(=O)NC1CC2=CC=CC=C2C1 4-chloro-N-(2,3-dihydro-1H-inden-2-yl)-6-((2-methoxyphenyl)amino)picolinamide